7-fluoro-4H-quinolizin-4-one FC1=CN2C(C=CC=C2C=C1)=O